(S)-2-(3-(2-(pyridin-4-yl)ethyl)-1,2,4-oxadiazol-5-yl)piperidine-1-carboxylic acid tert-butyl ester C(C)(C)(C)OC(=O)N1[C@@H](CCCC1)C1=NC(=NO1)CCC1=CC=NC=C1